C(C)S(=O)(=O)N1N=CC(=C1)C1=CNC2=NC=C(C=C21)C2N(CCC1=CC=CC=C21)C (3-(1-(ethylsulfonyl)-1H-pyrazol-4-yl)-1H-pyrrolo[2,3-B]pyridin-5-yl)-2-methyl-1,2,3,4-tetrahydroisoquinoline